phenoxyl acetate C(C)(=O)OOC1=CC=CC=C1